2-(4-bromo-2,5-dimethoxyphenyl)-2-methoxyethanamine BrC1=CC(=C(C=C1OC)C(CN)OC)OC